N-propyl-5,6-dihydroxyindoline C(CC)N1CCC2=CC(=C(C=C12)O)O